ClC1=CC=C(C=C1)C1=NOC(=N1)C=1C=CC(N(C1)CC1=CC(=C(C=C1)Cl)Cl)=O 5-(3-(4-chlorophenyl)-1,2,4-oxadiazol-5-yl)-1-(3,4-dichlorobenzyl)pyridin-2(1H)-one